[Ag].[Si].[C] carbon silicon silver